[N+](=O)([O-])C1=CC=C(C=C1)C=1N=NC(=CC1)C1=CC=C(C=C1)[N+](=O)[O-] 3,6-bis(4-nitrophenyl)pyridazine